CC1(N(CCC1=O)C(=O)OC(C)(C)C)C(=O)OCC 1-(tert-butyl) 2-ethyl 2-methyl-3-oxopyrrolidine-1,2-dicarboxylate